CS(=O)(=O)CC1=CC(NC(N1)=O)=O 6-((methylsulfonyl)methyl)pyrimidine-2,4(1H,3H)-dione